2-bromo-6-(4-chloro-3,5-dimethyl-1H-pyrazol-1-yl)pyridin-4-amine BrC1=NC(=CC(=C1)N)N1N=C(C(=C1C)Cl)C